O=C[C@@H](O)[C@@H](O)[C@H](O)[C@H](O)C(=O)O manno-uronic acid